(+)-N,N,alpha-Trimethylbenzeneethanamine hydrochloride CC(CC1=CC=CC=C1)N(C)C.Cl